[Cl-].[Li+].FC(C1=CC=C(C=C1)[Mg]Cl)(F)F (4-(Trifluoromethyl)phenyl)magnesium Chloride Lithium Chloride